BrC1=CC(=CC2=CC=CC(=C12)Cl)OCOCC[Si](C)(C)C 1-bromo-3-(2-(trimethylsilyl)ethoxymethoxy)-8-chloronaphthalene